((5-Fluoropyridin-2-yl)amino)-4-((7-methoxy-1-(methyl-d3)-1H-indazol-6-yl)amino)-N-(methyl-d3)nicotinamide FC=1C=CC(=NC1)NC1=C(C(=O)NC([2H])([2H])[2H])C(=CC=N1)NC1=CC=C2C=NN(C2=C1OC)C([2H])([2H])[2H]